(2R,3R,4R,5S)-hexane CCCCCC